C(CCCCC)C1CC(C1)=O 3-hexyl-cyclobutanone